1,4-bis(4-vinylbenzyl)-1,4-diazabicyclo[2.2.2]octane-1,4-diium C(=C)C1=CC=C(C[N+]23CC[N+](CC2)(CC3)CC3=CC=C(C=C3)C=C)C=C1